COCCOCCC(=O)C1C(C2=CC=C(C=C2C1=O)OC=1C=C2C(C(C(C2=CC1)=O)C(CCOCCOC)=O)=O)=O 2-[3-(2-methoxyethoxy)propanoyl]-5-({2-[3-(2-methoxyethoxy)propanoyl]-1,3-dioxo-2,3-dihydro-1H-inden-5-yl}oxy)-2,3-dihydro-1H-indene-1,3-dione